C(C=C)(=O)N1C[C@@H](N(CC1)C=1C2=C(N(C(N1)=O)C=1C(=NC=NC1C(C)C)C(C)C)C(=C(N=C2)C2=C(C=CC=C2O)F)F)C 4-((S)-4-acryloyl-2-methylpiperazin-1-yl)-1-(4,6-diisopropylpyrimidin-5-yl)-8-fluoro-7-(2-fluoro-6-hydroxyphenyl)pyrido[4,3-d]pyrimidin-2(1H)-one